C(C)C=1C(=C(C(C=O)=CC1)ON)CC diethyl-aminosalicylaldehyde